CC1CCN(CC1)C1=CC(=NC2=C(N=CC=C12)C1=CC=NN1)N1CCOCC1 4-(4-methylpiperidin-1-yl)-2-(morpholin-4-yl)-8-(1H-pyrazol-5-yl)-1,7-naphthyridine